2-(2-(cyclopropanesulfonamido)thiazol-4-yl)-N-(4-(5-fluoropyridin-3-yl)-2-methylphenyl)-2-methylpropanamide C1(CC1)S(=O)(=O)NC=1SC=C(N1)C(C(=O)NC1=C(C=C(C=C1)C=1C=NC=C(C1)F)C)(C)C